indolin-2-one oxygen [O].N1C(CC2=CC=CC=C12)=O